FC1(CC=2C=CC(=CC12)[C@@H](NC(=O)[C@H]1NC(NC1)=O)C1=CC=C(C=C1)OC(F)(F)F)F (S)-N-((S)-(8,8-difluoro-bicyclo[4.2.0]oct-1(6),2,4-trien-3-yl)(4-(trifluoromethoxy)-phenyl)methyl)-2-oxoimidazolidine-4-carboxamide